NC1=NC2=C(C=C(C=C2C=C1C)NC(=O)C1=C(C=C(C=C1)Br)N1CCC2(CC2)CC1)N1CCC(CC1)(F)F N-[2-amino-8-(4,4-difluoropiperidinyl)-3-methyl(6-quinolyl)][2-(6-Azaspiro[2.5]octan-6-yl)-4-bromophenyl]carboxamide